phenyl-(5-(4,4,5,5-tetramethyl-1,3,2-dioxaborolan-2-yl)thiophen-2-yl)methanone C1(=CC=CC=C1)C(=O)C=1SC(=CC1)B1OC(C(O1)(C)C)(C)C